N-[(1H-indol-4-yl)methyl]-4-(morpholin-4-yl)benzamide N1C=CC2=C(C=CC=C12)CNC(C1=CC=C(C=C1)N1CCOCC1)=O